1-(1-Ethyl-5-methyl-1H-benzo[d]imidazol-2-yl)-2,2,2-trifluoro-1-(4-fluorophenyl)ethanol C(C)N1C(=NC2=C1C=CC(=C2)C)C(C(F)(F)F)(O)C2=CC=C(C=C2)F